CC(CNC1=NC=C(C(=N1)NC1=CC=CC=C1)C(=O)N)CC 2-(2-methylbutylamino)-4-(phenylamino)pyrimidine-5-carboxamide